3-(4-(2,8-diazaspiro[4.5]decan-8-yl)phenyl)piperidine-2,6-dione hydrochloride Cl.C1NCCC12CCN(CC2)C2=CC=C(C=C2)C2C(NC(CC2)=O)=O